FC=1C(=C2C(=CN=CC2=CC1F)[Sn](C)(C)C)OC 6,7-Difluoro-5-methoxy-4-(trimethylstannyl)isoquinoline